C(C)(C)(C)OC(=O)NN1C(=NC(=C1)C(C)C)C(=O)OCC ethyl 1-[(tert-butoxycarbonyl)amino]-4-isopropylimidazole-2-carboxylate